NCCOCCOCCOC1=CC=C(C=C1)CCC=1C(=NN(C1O)C1=NC2=C(N1)C=CC(=C2)Cl)C2=CC=C(C=C2)C(F)(F)F 4-[2-(4-{2-[2-(2-aminoethoxy)ethoxy]ethoxy}phenyl)ethyl]-1-(5-chloro-1H-1,3-benzodiazol-2-yl)-3-[4-(trifluoromethyl)phenyl]-1H-pyrazol-5-ol